C1(=CC(=CC=C1)C1=NOC=N1)C 3-(m-tolyl)-1,2,4-oxadiazol